C(C1=CC=CC=C1)OC(=O)N1CCOCC(C1)CC1=C2C=NN(C2=CC=C1)C(=O)OC(C)(C)C tert-Butyl 4-({4-[(benzyloxy)carbonyl]-1,4-oxazepan-6-yl}methyl)-1H-indazole-1-carboxylate